(3S,4S) or (3R,4R)-4-(4-(2-amino-6-ethylquinazolin-7-yl)piperazin-1-yl)-4-methyltetrahydrofuran-3-ol NC1=NC2=CC(=C(C=C2C=N1)CC)N1CCN(CC1)[C@@]1([C@@H](COC1)O)C |o1:19,20|